COC1=CC=C(OC(CCN[C@@H](C(C)C)C(=O)OC)C2=CC=CC=C2)C=C1 methyl (3-(4-methoxyphenoxy)-3-phenylpropyl)-L-valinate